P(=O)(O)(O)OC(C(=O)[O-])COP(=O)(O)O 2,3-Diphosphoglycerate